3-Fluoro-N-(1-methylcyclopropyl)-4-nitrobenzenesulfonamide FC=1C=C(C=CC1[N+](=O)[O-])S(=O)(=O)NC1(CC1)C